C(C=C)OC(CCC=O)=O 4-oxobutanoic acid allyl ester